S and R-beta-hydroxybutyric acid O[C@H](CC(=O)O)C |r|